C1(=CC=CC=C1)C1=C2NC(=C1)C=C1C=CC(=N1)C=C1C=CC(N1)=CC=1C=CC(N1)=C2.[Pd] palladium phenylporphyrin